BrC=1C=C2C(=NC1)NC=C2C=C(C(=O)NC(C)C2=CC(=C(C=C2)OC)OC)C#N 3-(5-bromo-1H-pyrrolo[2,3-b]pyridin-3-yl)-2-cyano-N-(1-(3,4-dimethoxyphenyl)ethyl)acrylamide